[Cl-].[Cl-].C[Zr](C1C=CC2=C(C=CC=C12)C1=C(C=CC=C1)C)(C1C=C(C=C1)CCCC)(=[SiH2])(=[SiH2])(C)(C)C Tetramethyldisilylene(3-butyl-cyclopentadienyl)(4-(o-tolyl)-indenyl)zirconium dichloride